BrC1=CC(=C(C=C1)NC(=O)C1=C2N(N(C1=O)C1=CC=CC=C1)CCC2)F N-(4-bromo-2-fluorophenyl)-2-oxo-1-phenyl-2,4,5,6-tetrahydro-1H-pyrrolo[1,2-b]pyrazole-3-carboxamide